CC1=C2C(=CC=3C=4C=C(C=CC4N(C13)C)C(=O)NC[C@@H](C)NC(OC(C)(C)C)=O)C=NC=C2 tert-butyl N-[(1R)-2-[(5,6-dimethylpyrido[4,3-b]carbazole-9-carbonyl)amino]-1-methyl-ethyl]carbamate